C1(CC1)[C@H]1C(N(CC1)C=1C=2N(N=CC1)C=C(C2)C=2C=NN(C2)C)=O (S)-3-cyclopropyl-1-(6-(1-methyl-1H-pyrazol-4-yl)pyrrolo[1,2-b]pyridazin-4-yl)pyrrolidin-2-one